C(C1=CC=CC=C1)OC(=O)N[C@@](C(=O)OC)(CI)C methyl (S)-2-(((benzyloxy) carbonyl) amino)-3-iodo-2-methylpropionate